[2-(7-Fluoro-2,4-dimethyl-indol-1-yl)-ethyl]-{6-[4-(5-methylamino-[1,3,4]thiadiazol-2-yl)-phenyl]-pyrimidin-4-yl}-amin FC=1C=CC(=C2C=C(N(C12)CCNC1=NC=NC(=C1)C1=CC=C(C=C1)C=1SC(=NN1)NC)C)C